(R)-4-(1-(4-chlorophenyl)-3-(3-(methylamino)piperidine-1-carbonyl)-1H-pyrazole-5-yl)benzonitrile ClC1=CC=C(C=C1)N1N=C(C=C1C1=CC=C(C#N)C=C1)C(=O)N1C[C@@H](CCC1)NC